C(C)(C)(C)OC(C=CCCC(C)(C)O[C@@H]1O[C@H]([C@@H](C[C@H]1O)O)C)=O tert-butyl-6-{[(2s,3r,5r,6s)-3,5-dihydroxy-6-methyl-oxan-2-yl] oxy}-6-methylhept-2-enoate